C(#N)C1(CC1)C1=CC=C(C=C1)C1=C(C=NC2=C(C=CC=C12)B(O)O)C(=O)N1CCN(CC1)S(=O)(=O)C [4-[4-(1-cyanocyclopropyl)phenyl]-3-(4-methylsulfonylpiperazine-1-carbonyl)-8-quinolinyl]boronic acid